(R)-4-(azetidin-3-ylamino)-N-(1-(2-methyl-3-(trifluoromethyl)phenyl)ethyl)-6-oxo-1-(tetrahydro-2H-pyran-4-yl)-1,6-dihydropyridine-3-carboxamide N1CC(C1)NC=1C(=CN(C(C1)=O)C1CCOCC1)C(=O)N[C@H](C)C1=C(C(=CC=C1)C(F)(F)F)C